COC1=NC=C(C(=N1)OC)C1=CC2=C(N=CN=C2N2CC(CC2)OCC2=NC=CC=C2)S1 6-(2,4-Dimethoxypyrimidin-5-yl)-4-[3-(2-pyridylmethoxy)pyrrolidin-1-yl]thieno[2,3-d]pyrimidine